8-(2-ethoxy-7H-pyrrolo[2,3-d]pyrimidin-5-yl)-3,4-dihydrobenzo[f][1,4]oxazepin-5(2H)-one C(C)OC=1N=CC2=C(N1)NC=C2C2=CC1=C(C(NCCO1)=O)C=C2